OC1=C(C=O)C(=CC=C1)C#CC=1C(=NC(=NC1)NC1=C(C=C(C=C1)N1CCC(CC1)N1CCN(CC1)C)OC)NC1=CC=CC=C1 2-hydroxy-6-{2-[2-({2-methoxy-4-[4-(4-methylpiperazin-1-yl)piperidin-1-yl]phenyl}amino)-4-(phenylamino)pyrimidin-5-yl]ethynyl}benzaldehyde